C(C)(C)(C)OC(=O)N[C@@H](CC(=O)O)C(=O)OC (3S)-3-(tert-butoxycarbonylamino)-4-methoxy-4-oxo-butyric acid